C(#C)C1=CC=C(C=C1)CNC(=O)[C@H]1N(C[C@@H](C1)O)C(=O)OC(C)(C)C tert-butyl (2S,4R)-2-[(4-ethynylphenyl)methylcarbamoyl]-4-hydroxy-pyrrolidine-1-carboxylate